dimethylbenzyl-ammonium chloride acrylate C(C=C)(=O)[O-].[Cl-].C[NH+](CC1=CC=CC=C1)C.C[NH+](C)CC1=CC=CC=C1